2-diethylamino-2,4,4,6,6,8,8-heptamethylcyclotetrasiloxane C(C)N([Si]1(O[Si](O[Si](O[Si](O1)(C)C)(C)C)(C)C)C)CC